(2-bromo-3-methylphenyl)methanamine BrC1=C(C=CC=C1C)CN